N-(3-(5-(2-(cyclopropylamino)pyrimidin-5-yl)-1H-pyrrolo[2,3-b]pyridine-3-carbonyl)-2,6-difluorophenyl)-3,3,3-trifluoropropane-1-sulfonamide C1(CC1)NC1=NC=C(C=N1)C=1C=C2C(=NC1)NC=C2C(=O)C=2C(=C(C(=CC2)F)NS(=O)(=O)CCC(F)(F)F)F